[Cl-].CC=1NC=CN1 methylimidazole chloride salt